(S)-2-amino-3-(1-methyl-1H-pyrrol-3-yl)propanoic acid N[C@H](C(=O)O)CC1=CN(C=C1)C